N4-cyclopentyl-2-(3-pyridyl)pyrimidine-4,5-diamine C1(CCCC1)NC1=NC(=NC=C1N)C=1C=NC=CC1